C(#N)C1=CC=C2C=C(N(C2=C1)CC1=CC=CC2=CC=CC=C12)NC(OC(C)(C)C)=O tert-butyl (6-cyano-1-(naphthalen-1-ylmethyl)-1H-indol-2-yl)carbamate